N(=O)[O-].[Ba+2].N(=O)[O-] Barium nitrit